COC1=CC=C(CN2N=CC=3C2=NC(=C(C3B(O)O)C(F)(F)F)C)C=C1 (1-(4-methoxybenzyl)-6-methyl-5-(trifluoromethyl)-1H-pyrazolo[3,4-b]pyridin-4-yl)boronic acid